tert-Butyl 3-((difluoro(oxo)-λ6-sulfanylidene)amino)azetidine-1-carboxylate FS(=O)(F)=NC1CN(C1)C(=O)OC(C)(C)C